O=C1OC=CC=C1C(=O)O 2-OXO-2H-PYRAN-3-CARBOXYLIC ACID